4-(4-(6,7-dimethoxy-3-((4-methoxyphenyl)sulfonyl)quinolin-4-yl)-1,4-diazepan-1-yl)tetrahydro-2H-thiopyran 1,1-dioxide COC=1C=C2C(=C(C=NC2=CC1OC)S(=O)(=O)C1=CC=C(C=C1)OC)N1CCN(CCC1)C1CCS(CC1)(=O)=O